ClC=1C=C2C(=C(NC2=CC1[N+](=O)[O-])C(=O)N1CCC(CC1)C=1C=C2CN(C(C2=CC1)=O)C1C(NC(CC1)=O)=O)C 3-(5-(1-(5-chloro-3-methyl-6-nitro-1H-indole-2-carbonyl)piperidin-4-yl)-1-oxoisoindolin-2-yl)piperidine-2,6-dione